((benzyloxy)carbonyl)-L-serine methyl ester COC([C@@H](NC(=O)OCC1=CC=CC=C1)CO)=O